(R or S)-2-Amino-7,8,8-trimethyl-7,8-dihydro-5H-pyrano[4,3-b]pyridin-5-one NC1=CC=C2C(=N1)C([C@H](OC2=O)C)(C)C |o1:8|